(2',6'-dimethoxy-[1,1'-biphenyl]-2,5-diol) COC1=C(C(=CC=C1)OC)C=1C(=CC=C(C1)O)O